3,3,4,4,5,5,6,6,7,7,7-undecafluoroheptyl acrylate C(C=C)(=O)OCCC(C(C(C(C(F)(F)F)(F)F)(F)F)(F)F)(F)F